Cl.O=C1NC(C=CC1N1C(C2=CC(=C(C=C2C1=O)N1CCN(CC1)CCC1=CC=NC=C1)F)=O)=O 2-(2,6-dioxopyridin-3-yl)-6-fluoro-5-{4-[2-(pyridin-4-yl)ethyl]piperazine-1-yl}isoindole-1,3-dione hydrochloride